NC1CCC(CC1)CNC(OC(C)(C)C)=O tert-Butyl {[(1r,4r)-4-aminocyclohexyl]methyl}carbamate